C(C)(=O)NC(CC(=O)O)C 3-ACETAMIDOBUTANOIC ACID